3-(phenylmethoxy)-4-nitrophenol C1(=CC=CC=C1)COC=1C=C(C=CC1[N+](=O)[O-])O